4-((1-(5-methoxy-2-(1-methyl-1H-pyrazol-4-yl)-4-nitrophenyl)piperidin-4-yl)methyl)piperazine-1-carboxylic acid benzyl ester C(C1=CC=CC=C1)OC(=O)N1CCN(CC1)CC1CCN(CC1)C1=C(C=C(C(=C1)OC)[N+](=O)[O-])C=1C=NN(C1)C